tert-Butyl ((5-(quinolin-7-ylthio)thiazol-2-yl)methyl)carbamate N1=CC=CC2=CC=C(C=C12)SC1=CN=C(S1)CNC(OC(C)(C)C)=O